C1(CC1)[C@@H](C)OC(=O)NC=1C(=NOC1C1=CC=C(O[C@H]2C[C@H](CCC2)C(=O)O)C=C1)C |r| (±)-Cis-3-(4-(4-((((R)-1-cyclopropylethoxy)carbonyl)amino)-3-methylisoxazol-5-yl)phenoxy)cyclohexane-1-carboxylic Acid